FC1=CC(=CC2=C1SC=C2)CCNC(OC(C)(C)C)=O Tert-butyl (2-(7-fluorobenzo[b]thiophen-5-yl)ethyl)carbamate